ClC1=CNC2=NC=C(C=C21)CC(=O)O 2-(3-chloro-1H-pyrrolo[2,3-b]pyridin-5-yl)acetic acid